C12(OCC3=CC=C(C=C13)NC(OC(C)(C)C)=O)CCC2 Tert-butyl (3'H-spiro[cyclobutane-1,1'-isobenzofuran]-6'-yl)carbamate